C(C#CC)(=O)N1[C@@H](CC(CC1)N1N=NC=2C(=NC=3C(=C(C(=CC3C21)Cl)C2=CC=CC1=CC=CC(=C21)Cl)F)N2CC(C2)(C)N(C)C)CC#N 2-((2S)-1-(but-2-ynoyl)-4-(8-chloro-7-(8-chloronaphthalen-1-yl)-4-(3-(dimethylamino)-3-methylazetidin-1-yl)-6-fluoro-1H-[1,2,3]triazolo[4,5-c]quinolin-1-yl)piperidin-2-yl)acetonitrile